C1(=CC(=CC(=C1)C(=O)Cl)C(=O)Cl)C(=O)Cl 1,3,5-benzenetricarboxylic acid chloride